[1-[4-(2,2-difluoroethoxy)-1,3,5-triazin-2-yl]-4-piperidyl]-(9-fluoro-3,5-dihydro-2H-pyrido[3,4-f][1,4]oxazepin-4-yl)methanone FC(COC1=NC(=NC=N1)N1CCC(CC1)C(=O)N1CCOC2=C(C1)C=NC=C2F)F